C(CCCCCCCCC(=O)OC)(=O)OC dimethyl 1,10-decanedioate